3-[6-cyclopropyl-4-[4-fluoro-2-[5-(trifluoromethyl)pyrazol-1-yl]phenyl]pyridin-2-yl]-6-[[(1-methylcyclobutyl)amino]methyl]-5H-pyrrolo[3,2-d]pyrimidin-4-one C1(CC1)C1=CC(=CC(=N1)N1C=NC2=C(C1=O)NC(=C2)CNC2(CCC2)C)C2=C(C=C(C=C2)F)N2N=CC=C2C(F)(F)F